(2R,3S)-N-t-Butoxycarbonyl-3-amino-1-chloro-2-hydroxy-4-phenylbutane C(C)(C)(C)OC(=O)N[C@H]([C@H](CCl)O)CC1=CC=CC=C1